COC1=C(C=C(C=C1)OC1=CC=C(C=C1)C(F)(F)F)NC(=O)C1CC(N(CC1)C)=O N-(2-Methoxy-5-(4-(trifluoromethyl)phenoxy)phenyl)-1-methyl-2-oxo-piperidine-4-carboxamide